tert-butyl (R)-(1-(2-bromoisonicotinoyl)piperidin-3-yl)carbamate BrC=1C=C(C(=O)N2C[C@@H](CCC2)NC(OC(C)(C)C)=O)C=CN1